FC1=C(C(=CC=C1)F)N1N=C(C=CC1=O)C(=O)NC1=C(C2=CN(N=C2C=C1)C)N1C[C@@H](CC1)NC(OC(C)(C)C)=O tert-butyl N-[(3R)-1-[5-[[1-(2,6-difluorophenyl)-6-oxo-pyridazine-3-carbonyl]amino]-2-methyl-indazol-4-yl]pyrrolidin-3-yl]carbamate